C(#N)C=1C(=NC(=NC1)NC1=C(C=C(C=C1)N1CCC(CC1)N1CCN(CC1)C)OC(F)F)NC1=C(SC=C1)C(=O)N 3-((5-cyano-2-((2-(difluoromethoxy)-4-(4-(4-methylpiperazin-1-yl)piperidin-1-yl)phenyl)amino)pyrimidin-4-yl)amino)thiophene-2-carboxamide